C(=O)(OC(C)(C)C)N(C)[C@@H]1CNCC1 (S)-3-(N-BOC-N-methylamino)pyrrolidine